ClCC1=CC(=C(C(C=O)=C1)O)C 5-chloromethyl-3-methyl-salicylaldehyde